2-(3,5-dibromo-4-(4-hydroxy-3-(isopropenyl)phenoxy)phenyl)-3,5-dioxo-2,3,4,5-tetrahydro-1,2,4-triazine-6-carbonitrile BrC=1C=C(C=C(C1OC1=CC(=C(C=C1)O)C(=C)C)Br)N1N=C(C(NC1=O)=O)C#N